N-(3-chlorobenzyl)pyrazino[1',2':1,5]pyrazolo[4,3-c][1,6]naphthyridin-6-amine ClC=1C=C(CNC2=NC3=CC=NC=C3C=3C2=C2N(N3)C=CN=C2)C=CC1